ClC1=C(OCCCCC(=O)OCC)C=C(C=C1)C=O Ethyl 5-(2-chloro-5-formylphenoxy)pentanoate